N-{[2-(1-cyclopropylethoxy)-3,5-difluorophenyl]methyl}-5-(2-acetamidoimidazo[1,2-b]pyridazin-6-yl)-2-methoxypyridine-3-carboxamide C1(CC1)C(C)OC1=C(C=C(C=C1F)F)CNC(=O)C=1C(=NC=C(C1)C=1C=CC=2N(N1)C=C(N2)NC(C)=O)OC